C(C)C=1C2=C(C(N(N1)CC(=O)NC=1OC=CN1)=O)SC(=C2)NC [4-Ethyl-2-(methylamino)-7-oxo-6H,7H-thieno[2,3-d]pyridazin-6-yl]-N-(1,3-oxazol-2-yl)acetamide